(E)-3-(3-(4-methoxyphenyl)propenoyl)oxazolidin-2-one-5,5-d2 COC1=CC=C(C=C1)/C=C/C(=O)N1C(OC(C1)([2H])[2H])=O